ClC1=C2C(=CC(=CC2=CC=C1)O)C1=C(C=2N=C(N=C(C2C=N1)N1CCOCCC1)OC[C@]12[C@H](N(CCC1)C)CCC2)F 5-chloro-4-(8-fluoro-2-(((4as,7ar)-1-methyl-octahydro-4aH-cyclopenta[b]pyridin-4a-yl)methoxy)-4-(1,4-oxaazepan-4-yl)pyrido[4,3-d]pyrimidin-7-yl)naphthalene-2-ol